2-[(4-{1-[(4-methylphenyl)dioxy-λ6-sulfanyl]-3-(2-methylpyrazol-3-yl)pyrrolo[2,3-b]pyridin-5-yl}phenyl)oxy]ethan-1-ol CC1=CC=C(C=C1)OO[SH4]N1C=C(C=2C1=NC=C(C2)C2=CC=C(C=C2)OCCO)C=2N(N=CC2)C